CN(C1CC2(CN(C2)C(=O)C2CCC(CC2)=O)C1)C=1C2=C(N=CN1)NC=C2 4-(6-(methyl(7H-pyrrolo[2,3-d]pyrimidin-4-yl)amino)-2-azaspiro[3.3]heptane-2-carbonyl)cyclohexanone